C(C)(C)(C)OC(=O)N1C(CN(CC1)C(=O)OC(C)(C)C)C1=CC(=C(C=C1)CO)OC 2-(4-(hydroxymethyl)-3-methoxyphenyl)piperazine-1,4-dicarboxylic acid di-tert-butyl ester